BrC=1C=C(C=CC1)C1=NC=NC=C1 4-(3-bromophenyl)pyrimidine